C1=C(C=CC2=CC=CC=C12)N1C(C2=CC=CC=C2C2(C=CC(C3=CC=CC=C23)=O)C1=O)=O 2-(Naphthalen-2-yl)-1H,4'H-spiro[isoquinoline-4,1'-naphthalene]-1,3,4'(2H)-trione